(S)-3-(4-Chloro-1H-pyrazol-1-yl)-N-(4-cyano-3-(trifluoromethyl)phenyl)-2-hydroxy-2-methylpropanamide ClC=1C=NN(C1)C[C@](C(=O)NC1=CC(=C(C=C1)C#N)C(F)(F)F)(C)O